Methyl dioxazolo[4,5-c]pyrrole-4-carboxylate O1ON=C2C(=NC=C21)C(=O)OC